C(C=C)B1OC(C)(C)C(C)(C)O1 allyl-boronic acid pinacol ester